C(C=C)(=O)OCC[SiH2]C(OCC)OCC acryloyloxyethyldiethoxymethylsilane